7-bromo-4-(o-tolyl)-2H-chromen-2-one BrC1=CC=C2C(=CC(OC2=C1)=O)C1=C(C=CC=C1)C